(3R)-3-{[2-(4-methoxyphenyl)-10-(morpholin-4-yl)[1,2,4]triazolo[1,5-c]quinazolin-5-yl]amino}azepin-2-one COC1=CC=C(C=C1)C1=NN2C(=NC=3C=CC=C(C3C2=N1)N1CCOCC1)NC=1C(N=CC=CC1)=O